[Na+].NCCN1N=CC(=C1)N1C(=C(C2=CC=C(C(=C12)F)Cl)SC=1C(=C(C(=O)[O-])C=CC1)F)C1CC1 3-((1-(1-(2-aminoethyl)-1H-pyrazol-4-yl)-6-chloro-2-cyclopropyl-7-fluoro-1H-indol-3-yl)thio)-2-fluorobenzoic acid sodium salt